FC1=CC(=C(C(=C1)C)B(O)O)O (4-fluoro-2-hydroxy-6-methyl-phenyl)boronic acid